N-hydroxy-4-(4-(4-(1-(2-hydroxyethyl)-1H-1,2,3-triazol-4-yl)phenyl)-2-oxopyridin-1(2H)-yl)-2-methyl-2-(methylsulfonyl)butanamide ONC(C(CCN1C(C=C(C=C1)C1=CC=C(C=C1)C=1N=NN(C1)CCO)=O)(S(=O)(=O)C)C)=O